C1(CCCC1)OC1=NC=CC=C1C=1C=NN2C1N=C(C(=C2)F)N2CCN(CC2)C(=O)O[C@@H]2CN(C(C2)=O)C [(3S)-1-methyl-5-oxo-pyrrolidin-3-yl] 4-[3-[2-(cyclopentoxy)-3-pyridyl]-6-fluoro-pyrazolo[1,5-a]pyrimidin-5-yl]piperazine-1-carboxylate